(R)-N-(5-(4-(4,5-difluoro-2-(2-hydroxypropan-2-yl)phenylamino)-1,3,5-triazin-2-ylamino)-2-(3-(dimethylamino)pyrrolidin-1-yl)-4-methoxyphenyl)acrylamide FC1=CC(=C(C=C1F)NC1=NC(=NC=N1)NC=1C(=CC(=C(C1)NC(C=C)=O)N1C[C@@H](CC1)N(C)C)OC)C(C)(C)O